2,2-dimethyl-cyclopropan-1-amine CC1(C(C1)N)C